ClC1=CC=C2C=NNC2=C1 6-chloro-1H-indazol